2,2-Dimethyl-N-(4-oxazolo[5,4-b]pyridin-2-ylphenyl)propanamid CC(C(=O)NC1=CC=C(C=C1)C=1OC2=NC=CC=C2N1)(C)C